N-(4-(4-morpholino-7H-pyrrolo[2,3-d]pyrimidin-6-yl)phenyl)-2-(piperidin-4-yl)acetamide O1CCN(CC1)C=1C2=C(N=CN1)NC(=C2)C2=CC=C(C=C2)NC(CC2CCNCC2)=O